1-cyano-7-methyl-3-phenyl-2,3-dihydroindolizine tert-butyl-(3S,4S)-4-((4-(3-(2,6-dioxopiperidin-3-yl)-1-methyl-1H-indazol-6-yl)piperazin-1-yl)methyl)-3-methylpiperidine-1-carboxylate C(C)(C)(C)OC(=O)N1C[C@H]([C@H](CC1)CN1CCN(CC1)C1=CC=C2C(=NN(C2=C1)C)C1C(NC(CC1)=O)=O)C.C(#N)C=1CC(N2C=CC(=CC12)C)C1=CC=CC=C1